(5-methyl-2-oxo-1,3-dioxol-4-yl)methyl (Z)-2-(((2-((9H-fluoren-9-yl)methoxy)-1-(2-aminothiazol-4-yl)-2-oxoethylidene)amino)oxy)-2-methylpropanoate C1=CC=CC=2C3=CC=CC=C3C(C12)COC(\C(\C=1N=C(SC1)N)=N/OC(C(=O)OCC=1OC(OC1C)=O)(C)C)=O